1-{3-methoxy-4-{[3-methyl-4-(2,2,2-trifluoroethoxy)pyridin-2-yl]methoxy}benzyl}-3-(4-dimethylaminobenzyl)urea COC=1C=C(CNC(=O)NCC2=CC=C(C=C2)N(C)C)C=CC1OCC1=NC=CC(=C1C)OCC(F)(F)F